BrC=1C=C(C=CC1)N1C=CC2=C1N=C(N=C2)N 7-(3-bromophenyl)-7H-pyrrolo[2,3-d]pyrimidin-2-amine